COC[P+](C1=CC=CC=C1)(C1=CC=CC=C1)C1=CC=CC=C1 methoxymethyl(triphenyl)phosphonium